2-(6-Bromo-5-fluoro-4-isopropyl-1-oxophthalazin-2(1H)-yl)-N-(5-fluoropyrimidin-4-yl)acetamide BrC=1C(=C2C(=NN(C(C2=CC1)=O)CC(=O)NC1=NC=NC=C1F)C(C)C)F